C1(=CC=CC=2OCC=3C=CC=CC3C21)O benzo[c]isochromen-1-ol